tert-butyl (3S)-4-(7-bromo-6-chloro-2,8-difluoro-quinazolin-4-yl)-3-methyl-piperazine-1-carboxylate BrC1=C(C=C2C(=NC(=NC2=C1F)F)N1[C@H](CN(CC1)C(=O)OC(C)(C)C)C)Cl